(4S,4aS,5aR,12aR)-4,7-bis(dimethylamino)-9-[(2,2-dimethylpropyl-amino)methyl]-1,10,11,12a-tetrahydroxy-3,12-dioxo-4a,5,5a,6-tetrahydro-4H-tetracene-2-carboxamide CN([C@@H]1C(C(=C([C@]2(C(C3=C(C4=C(C(=CC(=C4C[C@H]3C[C@@H]12)N(C)C)CNCC(C)(C)C)O)O)=O)O)O)C(=O)N)=O)C